FC1=CC=2C(=NC(=CC2)C(C)=O)S1.[C].[In].[W] Tungsten-indium carbon 1-(2-fluorothieno[2,3-b]pyridin-6-yl)ethan-1-one